CN1N=CC(=C1)C1=NC(=CC(=N1)N1C[C@@H](CC1)C(=O)O)C1=CC=C(C=C1)C(F)(F)F (R)-1-(2-(1-methyl-1H-pyrazol-4-yl)-6-(4-(trifluoromethyl)phenyl)pyrimidin-4-yl)pyrrolidine-3-carboxylic acid